5-bromo-2-(trifluoromethyl)pyridin-3-yl 4,6-di-O-acetyl-3-azido-3-deoxy-2-O-methyl-1-thio-α-D-galactopyranoside C(C)(=O)O[C@@H]1[C@@H]([C@H]([C@@H](SC=2C(=NC=C(C2)Br)C(F)(F)F)O[C@@H]1COC(C)=O)OC)N=[N+]=[N-]